C1(CC1)C(=O)N1CCP(CC1)(=O)C1=CC(=C(C=C1)[N+](=O)[O-])OC cyclopropyl-(4-(3-methoxy-4-nitrophenyl)-4-oxido-1,4-azaphosphinan-1-yl)methanone